FC1=NC=CC(=C1F)N1CCN(CC1)CC=1C=C2CN(C(C2=CC1)=O)C1C(NC(CC1)=O)=O 3-(5-((4-(2,3-difluoropyridin-4-yl)piperazin-1-yl)methyl)-1-oxoisoindolin-2-yl)piperidine-2,6-dione